7-((5-methoxy-2-methyl-4-(4-(trifluoromethyl)piperidin-1-yl)phenyl)amino)-2H-benzo[b][1,4]oxazin-3(4H)-one COC=1C(=CC(=C(C1)NC=1C=CC2=C(OCC(N2)=O)C1)C)N1CCC(CC1)C(F)(F)F